4-[2,6-difluoro-4-(5-isobutoxymethyl-thiophen-3-yl)-phenoxy]-butyric acid FC1=C(OCCCC(=O)O)C(=CC(=C1)C1=CSC(=C1)COCC(C)C)F